N1=NC=CC2=CC=CC=C12 Diazanaphthalin